3-(2-((1R,4R)-2-oxa-5-azabicyclo[2.2.1]heptan-5-yl)-2-oxoethyl)-7-hydroxy-6-methoxy-4-methyl-2H-chromen-2-one [C@H]12OC[C@H](N(C1)C(CC=1C(OC3=CC(=C(C=C3C1C)OC)O)=O)=O)C2